chlorodipyrrolidinocarbenium hexafluorophosphate F[P-](F)(F)(F)(F)F.Cl[C+](N1CCCC1)N1CCCC1